ethyl 3-(4-chloro-7-isopropyl-7H-pyrrolo[2,3-d]pyrimidin-5-yl)-5-cyclopropylisoxazole-4-carboxylate ClC=1C2=C(N=CN1)N(C=C2C2=NOC(=C2C(=O)OCC)C2CC2)C(C)C